C[C@@H]1CNC(C=2N1C1=C(C2)C=CC(=N1)C(=O)NC1=C(C=C(C=C1)C1=NN(C=C1)C)S(N)(=O)=O)=O (R)-9-methyl-N-(4-(1-methyl-1H-pyrazol-3-yl)-2-sulfamoylphenyl)-6-oxo-6,7,8,9-tetrahydropyrido[3',2':4,5]pyrrolo[1,2-a]pyrazine-2-carboxamide